tert-Butyl 3-((7-(benzyl(tert-butoxycarbonyl) amino)-3-iso-propylpyrazolo[1,5-a]pyrimidin-5-ylamino)methyl)-3-((methoxymethoxy) methyl)pyrrolidine-1-carboxylate C(C1=CC=CC=C1)N(C1=CC(=NC=2N1N=CC2C(C)C)NCC2(CN(CC2)C(=O)OC(C)(C)C)COCOC)C(=O)OC(C)(C)C